3-(4-propylheptyl)-4-morpholine-ethanol C(CC)C(CCCC1N(CCOC1)CCO)CCC